5-(chloromethyl)-3-(3,4-dichlorobenzyl)-1,2,4-oxadiazole ClCC1=NC(=NO1)CC1=CC(=C(C=C1)Cl)Cl